BrCCCCOCC1=CC=CC=C1 4-bromobutoxymethylbenzene